[Br-].C(C=C)N1CN(C=C1)CC 1-allyl-3-ethylimidazole bromide salt